1-(3-(3-Chloro-2-methylphenyl)-3-((1-methyl-1H-indazol-6-yl)amino)azetidin-1-yl)prop-2-en-1-one ClC=1C(=C(C=CC1)C1(CN(C1)C(C=C)=O)NC1=CC=C2C=NN(C2=C1)C)C